FC1=C(C(=C(C(=C1COB([O-])[O-])F)F)F)F (pentafluoro-benzyl)-borat